C1(CCCCC1)C1=CN=C(S1)N1CC[C@@H]2CCN(C[C@H]2C1=O)C#N (4aS,8aS)-7-(5-cyclohexylthiazol-2-yl)-8-oxooctahydro-2,7-naphthyridine-2(1H)-carbonitrile